(±)-trans-2,3-Dimethylpiperazine C[C@@H]1NCCN[C@H]1C |r|